4-oxido-1-pivaloyl-1,4-azaphosphinan O=P1CCN(CC1)C(C(C)(C)C)=O